ClC=1C(=C(C=CC1)C)[C@@]1(CN(CC1)C(C=C)=O)NC1=CC=C2C(=CC=NC2=C1)C 1-[(S)-3-(3-Chloro-2-tolyl)-3-(4-methyl-7-quinolylamino)-1-pyrrolidinyl]-2-propen-1-one